(2R,5S)-tert-butyl 4-(2-amino-2-oxoacetyl)-5-(4-fluorophenyl)-2-methylpiperazine-1-carboxylate NC(C(=O)N1C[C@H](N(C[C@@H]1C1=CC=C(C=C1)F)C(=O)OC(C)(C)C)C)=O